OC1=CC(=NC=C1)NC=1NC=2N(C(C1C1=CC=C(C=C1)OC)=O)N=C(C2C2=CC=CC=C2)C2=CC=CC=C2 5-((4-Hydroxypyridin-2-yl)amino)-6-(4-methoxyphenyl)-2,3-diphenylpyrazolo[1,5-a]pyrimidin-7(4H)-one